1-(4-chlorobenzyl)-3-(6-(1-hydroxy-1-(6-methylpyridin-3-yl)ethyl)spiro[3.3]heptan-2-yl)urea ClC1=CC=C(CNC(=O)NC2CC3(C2)CC(C3)C(C)(C=3C=NC(=CC3)C)O)C=C1